O1CCC2=C1C=CC(=C2)B(O)O 2,3-dihydrobenzofuran-5-yl-boronic acid